FC1=CC(=C2C=C(NC2=C1)C(=O)OC)C=O methyl 6-fluoro-4-formyl-1H-indole-2-carboxylate